1-[3-(1-adamantyl)-4-methoxy-phenyl]-3,4-dihydro-2H-quinoline-6-carbaldehyde C12(CC3CC(CC(C1)C3)C2)C=2C=C(C=CC2OC)N2CCCC3=CC(=CC=C23)C=O